methyl 1-(5-((2-fluoro-4-methyl-benzyl)oxy)-2,3-dihydro-1H-inden-1-yl)azetidine-3-carboxylate FC1=C(COC=2C=C3CCC(C3=CC2)N2CC(C2)C(=O)OC)C=CC(=C1)C